(S)-4-(2,6-Dimethoxyphenyl)-5-(6-ethoxypyridin-2-yl)-N-((1,2,3,4-tetrahydronaphthalen-2-yl)sulfonyl)-4H-1,2,4-triazole-3-carboxamide COC1=C(C(=CC=C1)OC)N1C(=NN=C1C1=NC(=CC=C1)OCC)C(=O)NS(=O)(=O)[C@@H]1CC2=CC=CC=C2CC1